N1CCC(CC1)C1=CC=C(CN2CNCC=C2)C=C1 1-(4-(Piperidin-4-yl)benzyl)dihydropyrimidine